C(N)(=O)C=1C(=NN2C1NCC[C@H]2C2CCN(CC2)C2CN(C2)CC2CN(C2)C(=O)OC(C)(C)C)C2=CC=C(C=C2)OC2=CC=CC=C2 tert-butyl (S)-3-((3-(4-(3-carbamoyl-2-(4-phenoxyphenyl)-4,5,6,7-tetrahydropyrazolo[1,5-a]pyrimidin-7-yl)piperidin-1-yl)azetidin-1-yl)methyl)azetidine-1-carboxylate